benzyl (6-aminopyridin-2-yl)carbamate NC1=CC=CC(=N1)NC(OCC1=CC=CC=C1)=O